4-(4-cyanostyryl)benzonitrile C(#N)C1=CC=C(C=CC2=CC=C(C#N)C=C2)C=C1